5-[(8-aminooctyl)amino]-2-(2,6-dioxopiperidin-3-yl)isoindole-1,3-dione trifluoroacetate FC(C(=O)O)(F)F.NCCCCCCCCNC=1C=C2C(N(C(C2=CC1)=O)C1C(NC(CC1)=O)=O)=O